8-bromo-3,4-dihydrobenzo[f][1,4]thiazepin-5(2H)-one BrC1=CC2=C(C(NCCS2)=O)C=C1